C1(CC1)C1=C(C(=NO1)C1=C(C=NC=C1Cl)Cl)/C=C/C12CCC(CC1)(CC2)C2=NC(=NO2)C=2C=C(C(=O)N)C=C(C2)C(F)(F)F (E)-3-(5-(4-(2-(5-cyclopropyl-3-(3,5-dichloropyridin-4-yl)isoxazol-4-yl)vinyl)bicyclo[2.2.2]octan-1-yl)-1,2,4-oxadiazol-3-yl)-5-(trifluoromethyl)benzamide